C(C)C1=C(C(=C(C(=C1C)C)C)CC)O 2,6-diethyl-3,4,5-trimethylphenol